1-(phenylsulfonyl)-6-chloro-pyrrolo[2,3-b]pyridine-3-sulfonyl chloride C1(=CC=CC=C1)S(=O)(=O)N1C=C(C=2C1=NC(=CC2)Cl)S(=O)(=O)Cl